3,5-dimethoxy-4-hydroxyphenylpropane COC=1C=C(C=C(C1O)OC)CCC